(S)-3-(5-(difluoromethyl)-1,3,4-thiadiazol-2-yl)-8-(4-isobutyryl-3-methylpiperazin-1-yl)-N-(1-methylcyclopropyl)imidazo[1,5-a]pyridine-6-sulfonamide FC(C1=NN=C(S1)C1=NC=C2N1C=C(C=C2N2C[C@@H](N(CC2)C(C(C)C)=O)C)S(=O)(=O)NC2(CC2)C)F